C(C)(C)(C)C=1C=C(C=C(C1)N1N=C(C=C1C)C)[C@H](CC(=O)OC)CN1CC2(CN(C2)CC2=NC=3NCCCC3C=C2)C(C1)F methyl (3S)-3-(3-(tert-butyl)-5-(3,5-dimethyl-1H-pyrazol-1-yl)phenyl)-4-(8-fluoro-2-((5,6,7,8-tetrahydro-1,8-naphthyridin-2-yl)methyl)-2,6-diazaspiro[3.4]octan-6-yl)butanoate